6-thia-10,14,15,20-tetraazatetracyclo[17.3.1.112,15.02,7]Tetracosan C12C3CCCSC3CCNCC3CNN(CCCC(NCC1)C2)C3